(S)-5-((7-(6-chloro-1-(5-azaspiro[3.4]octan-7-yl)-1,2,3,4-tetrahydroquinolin-8-yl)thieno[3,2-b]pyridin-2-yl)methyl)-2,2-dimethyl-1,3-dioxane-4,6-dione ClC=1C=C2CCCN(C2=C(C1)C1=C2C(=NC=C1)C=C(S2)CC2C(OC(OC2=O)(C)C)=O)[C@@H]2CNC1(CCC1)C2